sodium antimony(III) oxide tartrate C(=O)([O-])C(O)C(O)C(=O)[O-].[Sb+]=O.[Na+]